3-fluoro-2-((trimethylsilyl)ethynyl)benzaldehyde FC=1C(=C(C=O)C=CC1)C#C[Si](C)(C)C